C(#N)C1=CC(=C(C=C1)COC=1C=C(C=CC1)C1=CC=C(C=N1)CC(=O)O)F 2-[6-[3-[(4-cyano-2-fluoro-phenyl)methoxy]phenyl]-3-pyridyl]acetic acid